ClC1=CC2=C(C=N1)C(=NN2C2=C(C=C(C=C2)C(C)NCC2=C(C=C(C=C2)OC)OC)OC)C 1-(4-(6-Chloro-3-methyl-1H-pyrazolo[4,3-c]pyridin-1-yl)-3-methoxyphenyl)-N-(2,4-dimethoxybenzyl)ethan-1-amine